C(C)(C)(C)OC(=O)N1C2CN(CC1CC2)C=2SC(=NN2)Br 3-(5-bromo-1,3,4-thiadiazol-2-yl)-3,8-diazabicyclo[3.2.1]Octane-8-carboxylic acid tert-butyl ester